C(=CCCCC)CC(=O)[O-] HEXENYL-3-CIS-ACETATE